CC=1C=C(C=CC1OS(=O)(=O)C(F)(F)F)N1CCN(CC1)C(=O)OCCCC butyl 4-[3-methyl-4-(trifluoromethylsulfonyloxy)phenyl]piperazine-1-carboxylate